2-[3-(3-ethylpiperazin-1-yl)-1,2,4-triazin-6-yl]-5-(8-fluoro-2-methylimidazo[1,2-a]pyridin-6-yl)phenol dihydrochloride Cl.Cl.C(C)C1CN(CCN1)C=1N=NC(=CN1)C1=C(C=C(C=C1)C=1C=C(C=2N(C1)C=C(N2)C)F)O